ClC1=C(C(=O)NC2=C3C=NN(C3=CC=C2)C2=CC(=CC=C2)OC(F)(F)F)C=C(C=C1)CNC(=O)C1CCCC1 2-chloro-5-{[(cyclopentylcarbonyl)amino]methyl}-N-{1-[3-(trifluoromethoxy)phenyl]-1H-indazol-4-yl}benzamide